(2S)-2-amino-3-(4-(4-(1-(5-chloro-4'-fluoro-[1,1'-biphenyl]-2-yl)-2,2,2-trifluoroethoxy)thieno[3,2-d]pyrimidine-7-yl)cyclohex-3-ene-1-yl)propionic acid hydrochloride Cl.N[C@H](C(=O)O)CC1CC=C(CC1)C1=CSC2=C1N=CN=C2OC(C(F)(F)F)C2=C(C=C(C=C2)Cl)C2=CC=C(C=C2)F